FC1=CC=C2C[C@@H](C2=C1)NC(=NO)C1=NON=C1OC1CN(C1)C(=O)C1=NNC=N1 N-[(7S)-4-Fluorobicyclo[4.2.0]octa-1,3,5-trien-7-yl]-N'-hydroxy-4-{[1-(1H-1,2,4-triazol-3-carbonyl)azetidin-3-yl]oxy}-1,2,5-oxadiazol-3-carboximidamid